N-(2,5-dioxo-2,5-dihydro-1H-pyrrol-1-yl)ethylcarbamic acid tert-butyl ester C(C)(C)(C)OC(NCCN1C(C=CC1=O)=O)=O